NC1=C2N=CN(C2=NC=N1)C[C@@H](C)OCP(OCCCOCCCCCCCCCCCCC#CC(C)(C)C)(O)=O 3-((15,15-dimethylhexadec-13-yn-1-yl)oxy)propyl hydrogen ((((R)-1-(6-amino-9H-purin-9-yl)propan-2-yl)oxy)methyl)phosphonate